C1(=CC=CC=C1)N(C(=O)N1[C@@H]([C@H]2CC[C@@H](C1)N2C(N(C(C)C2=CSC=C2)C)=O)C(=O)O)C2=CC=CC=C2 (1R,2S,5S)-3-(diphenylcarbamoyl)-8-(methyl(1-(thiophene-3-yl)ethyl)carbamoyl)-3,8-diazabicyclo[3.2.1]octane-2-carboxylic acid